NC1=NC=C(C=C1O[C@H](C)C1=C(C=CC(=C1)F)C1=NN(C=C1CN1C(=NC(=C1Br)CC1CC1)C(=O)N(C)C)C)Br (R)-1-((3-(2-(1-((2-amino-5-bromopyridin-3-yl)oxy)ethyl)-4-fluorophenyl)-1-methyl-1H-pyrazol-4-yl)methyl)-5-bromo-4-(cyclopropylmethyl)-N,N-dimethyl-1H-imidazole-2-carboxamide